N-(1-((4-methoxy-3-((2-methoxyphenyl)sulfonamido)benzo[d]isoxazol-6-yl)methyl)pyrrolidin-3-yl)propiolamide COC1=CC(=CC2=C1C(=NO2)NS(=O)(=O)C2=C(C=CC=C2)OC)CN2CC(CC2)NC(C#C)=O